2-amino-4-cyclopropoxyphenol NC1=C(C=CC(=C1)OC1CC1)O